sodium xylenesulfonate CC1=C(C=C(C=C1)S(=O)(=O)[O-])C.[Na+]